7-chloro-2-((S)-2,2-dimethylcyclopropanecarboxamido)-2-heptenoic acid ClCCCCC=C(C(=O)O)NC(=O)[C@@H]1C(C1)(C)C